Di-n-butylaluminium ethoxid [O-]CC.C(CCC)[Al+]CCCC